N-((3S,5S)-1-((3S,4R)-1-(tert-butyl)-4-(2,4-difluorophenyl)pyrrolidine-3-carbonyl)-5-(morpholine-4-carbonyl)pyrrolidin-3-yl)-N-((1s,4R)-4-methylcyclohexyl)trimethylacetamide C(C)(C)(C)N1C[C@H]([C@@H](C1)C1=C(C=C(C=C1)F)F)C(=O)N1C[C@H](C[C@H]1C(=O)N1CCOCC1)N(C(C(C)(C)C)=O)C1CCC(CC1)C